CS(=O)(=NC1=CC=C(C=C1)C1=NOC(=N1)C(F)(F)F)CC1=C(C=CC=C1)C methyl(2-methylbenzyl)((4-(5-(trifluoromethyl)-1,2,4-oxadiazol-3-yl)phenyl)imino)-λ6-sulfanone